BrC=1C(=NC(=NC1)NC1=CC2=C(N(CCO2)CC2CCN(CC2)C)C=C1)NC1=C(C=CC=C1)P(=O)(C)C 5-bromo-N4-(2-dimethylphosphorylphenyl)-N2-[4-[(1-methyl-4-piperidyl)methyl]-2,3-dihydro-1,4-benzoxazin-7-yl]pyrimidine-2,4-diamine